ClC1=C(OC(C(=O)O)(C)C)C=CC(=C1)CN1CCN(CC1)C1=CC=C(C=C1)C(F)(F)F 2-(2-Chloro-4-((4-(4-(trifluoromethyl)phenyl)piperazin-1-yl)methyl)phenoxy)-2-methylpropanoic acid